(4-amino-2-bromophenyl)-(1,1-dioxo-1,4-thiazinan-4-yl)methanone NC1=CC(=C(C=C1)C(=O)N1CCS(CC1)(=O)=O)Br